di-tert-octyldi-phenylamine C(C)(C)(CC(C)(C)C)C=1C(=C(C=CC1)NC1=CC=CC=C1)C(C)(C)CC(C)(C)C